NC1=C(C2=CN(N=C2C=C1Cl)C)CNC(OC(C)(C)C)=O tert-butyl ((5-amino-6-chloro-2-methyl-2H-indazol-4-yl)methyl)carbamate